4-(4-chlorophenyl)-3,6-dihydropyridine-1(2H)-carboxylic acid tert-butyl ester C(C)(C)(C)OC(=O)N1CCC(=CC1)C1=CC=C(C=C1)Cl